tert-butyl (S)-4-((R)-1-hydroxyallyl)-2,2-dimethyloxazolidine-3-carboxylate O[C@H](C=C)[C@H]1N(C(OC1)(C)C)C(=O)OC(C)(C)C